(2R,3R,4R,5S)-2-methyl-1-(((S)-1-(4-(trifluoromethyl)pyrimidin-5-yl)pyrrolidin-3-yl)methyl)piperidine-3,4,5-triol C[C@H]1N(C[C@@H]([C@H]([C@@H]1O)O)O)C[C@H]1CN(CC1)C=1C(=NC=NC1)C(F)(F)F